5-((2-(4-(2-(4-(4-amino-3-(4-phenoxyphenyl)-1H-pyrazolo[3,4-d]pyrimidin-1-yl)piperidin-1-yl)ethyl)piperazin-1-yl)ethyl)thio)-2-(2,6-dioxopiperidin-3-yl)isoindoline-1,3-dione NC1=C2C(=NC=N1)N(N=C2C2=CC=C(C=C2)OC2=CC=CC=C2)C2CCN(CC2)CCN2CCN(CC2)CCSC=2C=C1C(N(C(C1=CC2)=O)C2C(NC(CC2)=O)=O)=O